2-(pyridin-2-yl)-4-methyl-5-acetylthiazole N1=C(C=CC=C1)C=1SC(=C(N1)C)C(C)=O